C1(=CC=C(C=C1)C(C)O)C 4-tolylethanol